ClC=1C=CC(=C(C1)C=1N=CN(C(C1)=O)[C@H]1CCC[C@H](C(NC=2C=NN(C2C=2C=CN=C1C2)C)=O)C)C=2C=NC=CC2 (9R,13S)-13-{4-[5-chloro-2-(pyridin-3-yl)phenyl]-6-oxo-1,6-dihydropyrimidin-1-yl}-3,9-dimethyl-3,4,7,15-tetraazatricyclo[12.3.1.02,6]octadeca-1(18),2(6),4,14,16-pentaen-8-one